ClC=1C(NN=CC1N1C[C@@H](CC1)OC1=NC(=CC(=C1)C=1C(=NN(C1C)CCC(F)(F)F)C)F)=O (R)-4-chloro-5-(3-((4-(3,5-dimethyl-1-(3,3,3-trifluoropropyl)-1H-pyrazol-4-yl)-6-fluoropyridin-2-yl)oxy)pyrrolidin-1-yl)pyridazin-3(2H)-one